N-isopropyl-4-(2-((4-sulfamoylphenyl)amino)thiazol-4-yl)benzenesulfonamide C(C)(C)NS(=O)(=O)C1=CC=C(C=C1)C=1N=C(SC1)NC1=CC=C(C=C1)S(N)(=O)=O